FC(C1=CC=C(C=C1)NC(=O)C1=CC=CN2C1=NS(CC2)(=O)=O)(F)F N-[4-(trifluoromethyl)phenyl]-3,4-dihydropyrido[2,1-c][1,2,4]thiadiazine-9-carboxamide 2,2-dioxide